COC1=CC=C(C=C1)CNC(=O)NC1=CC=C(C=C1)C1CN(CCS1(=O)=O)C(=O)OC(C)(C)C tert-butyl 2-[4-({[(4-methoxyphenyl)methyl]carbamoyl}amino)phenyl]-1,1-dioxo-1lambda6-thiomorpholine-4-carboxylate